ClC=1C=C(C=CC1C(=O)N1CCOCC1)NC1CN(C1)C1CCN(CC1)C(C(C(F)(F)F)(C1=CC=CC=C1)O)=O 1-(4-(3-(3-chloro-4-(morpholine-4-carbonyl)phenylamino)azetidin-1-yl)piperidin-1-yl)-3,3,3-trifluoro-2-hydroxy-2-phenylpropan-1-one